C(N)(OCC=1C=C2C=CN(C2=CC1F)[Si](C(C)C)(C(C)C)C(C)C)=O ((6-fluoro-1-(triisopropylsilyl)-1H-indol-5-yl) methyl) carbamate